NC1=NC=2C=CC=CC2C2=C1N=C(N2CCCCNC(C2=CC=C(C=C2)N2CCCC2)=O)C N-(4-(4-amino-2-methyl-1H-imidazo[4,5-c]quinolin-1-yl)butyl)-4-(pyrrolidin-1-yl)benzamide